CCC(=O)[O-] C2-ethyl-carboxylate